6-[[5-chloro-2-[(3R,5S)-3,5-dimethyl-1-piperidyl]pyrimidin-4-yl]amino]-1-methyl-4-[(1-methyl-1-pyrimidin-2-yl-ethyl)amino]quinazolin-2-one ClC=1C(=NC(=NC1)N1C[C@@H](C[C@@H](C1)C)C)NC=1C=C2C(=NC(N(C2=CC1)C)=O)NC(C)(C1=NC=CC=N1)C